[N+](=O)([O-])C1=C(COC(=O)NC2CCCCC2)C(=CC=C1)[N+](=O)[O-] [[(2,6-dinitrobenzyl)oxy]carbonyl]cyclohexylamine